C(#C)C1=NC=C(C=C1)OC ethynyl-5-methoxypyridine